2-Methoxy-7-(3-phenylpropyl)-7,8-dihydro-1,6-naphthyridin-5(6H)-one COC1=NC=2CC(NC(C2C=C1)=O)CCCC1=CC=CC=C1